3-({9,10-dimethoxy-4-oxo-6H,7H-pyrimido[4,3-a]isoquinolin-2-yl}(2,4,6-trimethylphenyl)amino)pyrrolidine-1-carboxamide COC=1C=C2CCN3C(C2=CC1OC)=CC(=NC3=O)N(C3CN(CC3)C(=O)N)C3=C(C=C(C=C3C)C)C